[N+](#[C-])CCCCCCCC\C=C/CCCCCCCC (Z)-1-isocyanooctadec-9-ene